C(O)(O)=O.FC=CF 5-trans-difluoro ethylene carbonate